1-(5-((2-methyl-1H-imidazol-1-yl)methyl)furan-2-yl)-N-phenylmethanimine CC=1N(C=CN1)CC1=CC=C(O1)C=NC1=CC=CC=C1